3-(2-hydroxyethyl)-9-hydroxy-2-methyl-4H-pyrido[1,2-a]pyrimidine-4-one OCCC1=C(N=C2N(C1=O)C=CC=C2O)C